C(CCCCCCCCCCCCC)N1C(=C(C(C=C1)=O)OCC1=CC=C(C=C1)O)CC N-tetradecyl-2-ethyl-3-(4-hydroxybenzyloxy)-pyridin-4-one